2-(di-tert-butylphosphino)-3,6-dimethoxyDiphenyl-2',4',6'-triisopropyl-1,1'-biphenyl C(C)(C)(C)P(C1=C(C(=CC=C1OC)OC)C1=C(C(=C(C(=C1C(C)C)C1=CC=CC=C1)C(C)C)C1=CC=CC=C1)C(C)C)C(C)(C)C